FC=1N=C(C=2N=CN([C@H]3[C@H](O)C[C@@H](CO)O3)C2N1)N 3'-deoxy-2-fluoroadenosine